Pregn-1,4-diene CC[C@H]1CC[C@H]2[C@@H]3CCC4=CCC=C[C@]4(C)[C@H]3CC[C@]12C